C1(CC1)OC1=NN(C=C1NC=1N=CC2=C(N1)N(C(=C2)C#N)[C@H]2[C@@H](COCC2)C)CS(=O)(=O)C 2-((3-cyclopropoxy-1-((methylsulfonyl)methyl)-1H-pyrazol-4-yl)amino)-7-(trans-3-methyltetrahydro-2H-pyran-4-yl)-7H-pyrrolo[2,3-d]pyrimidine-6-carbonitrile